C1(=CC=CC=C1)[C@@H]1[C@H](C1)NC(=O)[C@@H]1CN(C[C@H]1C(N[C@@H]1[C@H](C1)C=1C=NC=CC1)=O)C(=O)OC(C)(C)C |o1:6,7| tert-butyl (3S,4S)-3-(((1S*,2R*)-2-phenylcyclopropyl)carbamoyl)-4-(((1S,2R)-2-(pyridin-3-yl)cyclopropyl)carbamoyl)pyrrolidine-1-carboxylate